ClC1=CC=C(C=C1)C(C1=C(C=CC=C1)O)N1CCN(CC1)C(C1=CC=CC=C1)C1=CC=C(C=C1)Cl 2-((4-chlorophenyl)(4-((4-chlorophenyl)(phenyl)methyl)piperazin-1-yl)methyl)phenol